5-(5-(2-hydroxypropan-2-yl)-1,2,4-oxadiazol-3-yl)-2-methoxybenzoic acid OC(C)(C)C1=NC(=NO1)C=1C=CC(=C(C(=O)O)C1)OC